4-[[6-[(2R)-3-(3,4-dihydro-1H-isoquinolin-2-yl)-2-hydroxypropyl]-5-oxo-7,8-dihydro-1,6-naphthyridin-2-yl]oxy]piperidine-1-carboxylic acid tert-butyl ester C(C)(C)(C)OC(=O)N1CCC(CC1)OC1=NC=2CCN(C(C2C=C1)=O)C[C@@H](CN1CC2=CC=CC=C2CC1)O